Methyl 4-chloro-6-cyano-9H-pyrido[2,3-b]indole-3-carboxylate ClC1=C(C=NC=2NC3=CC=C(C=C3C21)C#N)C(=O)OC